C(C1=CC=CC=C1)OC=1C(=C(C=2C[C@@H]([C@H](CC2C1)O[Si](C)(C)C(C)(C)C)NC(=O)OC(C)(C)C)F)N(C(C(F)(F)F)=O)CC(=O)OC methyl {[(6S,7S)-3-(benzyloxy)-7-[(tert-butoxycarbonyl)amino]-6-{[tert-butyl(dimethyl)silyl]oxy}-1-fluoro-5,6,7,8-tetrahydronaphthalen-2-yl](trifluoroacetyl)amino}acetate